3-((4-Methoxybenzyl)oxy)-5-((5-(5-(trifluoromethyl)pyridin-2-yl)oxazol-2-yl)amino)pyridinecarbonitrile COC1=CC=C(COC=2C(=NC=C(C2)NC=2OC(=CN2)C2=NC=C(C=C2)C(F)(F)F)C#N)C=C1